5-amino-N,N-dimethyl-3-(pyridin-4-yl)-1H-pyrazole-1-sulfonamide NC1=CC(=NN1S(=O)(=O)N(C)C)C1=CC=NC=C1